2-cyano-N-(4-(2-(4-morpholinophenyl-amino)pyrimidin-4-yl)phenyl)acetamide C(#N)CC(=O)NC1=CC=C(C=C1)C1=NC(=NC=C1)NC1=CC=C(C=C1)N1CCOCC1